4-((1R,4R)-5-(4-(2-(2-Aminopyridin-3-yl)-5-phenyl-3H-imidazo[4,5-b]pyridin-3-yl)benzyl)-2,5-diazabicyclo[2.2.1]heptane-2-carbonyl)-2-hydroxybenzaldehyde NC1=NC=CC=C1C1=NC=2C(=NC(=CC2)C2=CC=CC=C2)N1C1=CC=C(CN2[C@H]3CN([C@@H](C2)C3)C(=O)C3=CC(=C(C=O)C=C3)O)C=C1